F[C@@H]1CC=2N(C=NC2C(C(=O)OCC)N2N=C3C=C(C=C(C3=C2)F)Br)C1 Ethyl 2-((R)-6-fluoro-6,7-dihydro-5H-pyrrolo[1,2-c]imidazol-1-yl)-2-(4-fluoro-6-bromo-2H-indazol-2-yl)acetate